4-propylimidazole hydroxide [OH-].C(CC)C=1N=CNC1